tert-butyl (2-((2-hydroxyethyl)sulfonyl)ethyl)(methyl)carbamate OCCS(=O)(=O)CCN(C(OC(C)(C)C)=O)C